(R)-5-((6-(2-(ethoxymethoxy)-6-methyl-4-(trifluoromethyl)phenyl)-2H-pyrazolo[3,4-b]pyridin-2-yl)methyl)oxazolidin-2-one C(C)OCOC1=C(C(=CC(=C1)C(F)(F)F)C)C=1C=CC=2C(N1)=NN(C2)C[C@H]2CNC(O2)=O